OC(C(C)OC=1C=C(C(=O)O)C=C(C1)C=1SC(=CN1)C)C 3-[(3-hydroxybut-2-yl)oxy]-5-(5-methyl-1,3-thiazol-2-yl)benzoic acid